8-(3-ethoxy-3-oxopropyl)-4-methylchromane-4-carboxylic acid C(C)OC(CCC=1C=CC=C2C(CCOC12)(C(=O)O)C)=O